FC(C1CN(C1)C(=O)C=1N=NC(=C(C1)C)N1CC=2C=C(C=NC2CC1)NC1=CC=NN1C)F (3-(difluoromethyl)azetidin-1-yl)(5-methyl-6-(3-((1-methyl-1H-pyrazol-5-yl)amino)-7,8-dihydro-1,6-naphthyridin-6(5H)-yl)pyridazin-3-yl)methanone